FC=1C=2NCC=3C(=CC=C(C(NCCOC4=CC=CC=C4C(=C(C1)F)C2)=O)C3)O 21,23-difluoro-16-hydroxy-8-oxa-11,19-diazatetracyclo[18.3.1.113,17.02,7]pentacosa-1(23),2,4,6,13,15,17(25),20(24),21-nonaen-12-one